3-trifluoroethylideneindolinone benzyl-(R)-(1-amino-1-oxopropan-2-yl)carbamate C(C1=CC=CC=C1)N(C(O)=O)[C@@H](C(=O)N)C.FC(C=C1C(NC2=CC=CC=C12)=O)(F)F